3-(methanesulfonylmethyl)-1-[(3-nitrophenyl)methyl]pyrrolidine CS(=O)(=O)CC1CN(CC1)CC1=CC(=CC=C1)[N+](=O)[O-]